3-[4-(4-methoxythiophen-3-yl)-1H-1,2,3-triazol-1-yl]piperidine-2,6-dione COC=1C(=CSC1)C=1N=NN(C1)C1C(NC(CC1)=O)=O